3-chloro-N-(1-(5-(3-cyano-6-(2-morpholinoethoxy)pyrazolo[1,5-a]pyridin-4-yl)pyridin-2-yl)-4-methylpiperidin-4-yl)picolinamide ClC=1C(=NC=CC1)C(=O)NC1(CCN(CC1)C1=NC=C(C=C1)C=1C=2N(C=C(C1)OCCN1CCOCC1)N=CC2C#N)C